4',5,5'-Trihydroxy-3-methoxy-2'-methyl-2-biphenylcarboxylic acid OC1=CC(=C(C=C1O)C=1C(=C(C=C(C1)O)OC)C(=O)O)C